CP(=O)(C)C=1C(=NC=CC1)NC=1N=C(N=NC1C(=O)N)NC1=C(C=C2CCN(C(C2=C1)C)C)OC ((3-(dimethylphosphoryl)pyridin-2-yl)amino)-3-((6-methoxy-1,2-dimethyl-1,2,3,4-tetrahydroisoquinolin-7-yl)amino)-1,2,4-triazine-6-carboxamide